BrC=1C(=C(C#N)C=C(C1)C(CBr)=O)O 3-bromo-5-(2-bromoacetyl)-2-hydroxybenzonitrile